C(C)(C)(C)OC(=O)N1CCN(CC1)C=1C(C=2C(=NC3=C(N2)C=C(S3)C)N(C1CC)CC(=O)O)=O 2-(6-(4-(tert-butoxycarbonyl)piperazin-1-yl)-7-ethyl-2-methyl-5-oxopyrido[2,3-b]thieno[3,2-e]pyrazin-8(5H)-yl)acetic acid